COCC1=CC=C(C(=O)O)C=C1 4-(methoxymethyl)benzoic acid